tert-butyl N-(cyclobutylmethyl)-N-[1-[5-[[4-(6-methoxy-1-tetrahydropyran-2-yl-indazol-4-yl)triazol-1-yl]methyl]pyrazin-2-yl]-3-piperidyl]carbamate C1(CCC1)CN(C(OC(C)(C)C)=O)C1CN(CCC1)C1=NC=C(N=C1)CN1N=NC(=C1)C1=C2C=NN(C2=CC(=C1)OC)C1OCCCC1